2-(chloromethyl)-5-(4-fluorobenzyl)-2-methyl-1-(1H-1,2,4-triazol-1-ylmethyl)cyclopentane-1-ol ClCC1(C(C(CC1)CC1=CC=C(C=C1)F)(O)CN1N=CN=C1)C